1,2,4,5-tetramethylethylbenzene CC(CC)C1=CC=C(C(=C1)C)C